C(C)OC(CC1SCCN1C(=O)OC(C)(C)C)=O tert-Butyl 2-(2-ethoxy-2-oxoethyl)thiazolidine-3-carboxylate